8-((1R,2R)-2-hydroxy-2-methylcyclopentyl)-6-iodo-2-(((1R,5S)-8-(methylsulfonyl)-8-azabicyclo[3.2.1]oct-3-yl)amino)pyrido[2,3-d]pyrimidin-7(8H)-one O[C@]1([C@@H](CCC1)N1C(C(=CC2=C1N=C(N=C2)NC2C[C@H]1CC[C@@H](C2)N1S(=O)(=O)C)I)=O)C